N[C@@H](CC(C)C)CC(=O)O β-Homoleucine